ClC=1C=C(C=C(C1Cl)Cl)NC(C1=C(C=CC=C1)NS(=O)(=O)C1=CC(=CC=C1)[N+](=O)[O-])=O N-(3,4,5-trichlorophenyl)-2-(3-nitrobenzenesulfonamido)benzamide